NC1CCN(CC1)C1=CC(=C(C(=N1)C1=CC(=C(C#N)C=C1)F)C1=CC(=C(C=C1)OC)O)OC 4-(6-(4-aminopiperidin-1-yl)-3-(3-hydroxy-4-methoxyphenyl)-4-methoxypyridin-2-yl)-2-fluorobenzonitrile